ClC1=C(C=C(C=C1OC)OC)C1=CC2=C(N=C(N=C2)NC)N(C1=O)CCN1CCC(CC1)NC(OC(C)(C)C)=O tert-butyl (1-(2-(6-(2-chloro-3,5-dimethoxyphenyl)-2-(methylamino)-7-oxopyrido[2,3-d]pyrimidin-8(7H)-yl)ethyl)piperidin-4-yl)carbamate